[Cl-].C(=O)(O)C1C(CCC2=CC=C(C=C12)OC=1C=C(C=CC1)C1=CC=C(C=C1)C)[NH3+] carboxy-7-((4'-methyl-[1,1'-biphenyl]-3-yl)oxy)-1,2,3,4-tetrahydronaphthalene-2-aminium chloride